C(CC)OC1=C(C=CC=C1)C=1NC(C=2C(N1)=NNN2)=O 5-(2-propoxyphenyl)-2,6-dihydrotriazolo[4,5-d]pyrimidin-7-one